C1=CC2=C(C=C1Cl)NC=C2C[C@H](C(=O)O)N The molecule is a D-alpha-amino acid that is 6-chlorotryptophan in which the chiral centre has D- (R-) configuration. It is a D-tryptophan derivative, a 6-chlorotryptophan and a D-alpha-amino acid. It is a tautomer of a 6-chloro-D-tryptophan zwitterion.